trans-coumarone O1C=CC2=CC=CC=C12